1,5-bis(diphenylphosphinomethyl)pentane C1(=CC=CC=C1)P(C1=CC=CC=C1)CCCCCCCP(C1=CC=CC=C1)C1=CC=CC=C1